C(C)(=O)OC[C@H]1O[C@H]([C@@H]([C@H]([C@H]1OC(C)=O)OC(C)=O)OC(C)=O)OC1=C(C=C(C=C1)C=O)[N+](=O)[O-] [(2R,3S,4S,5R,6S)-3,4,5-triacetoxy-6-(4-formyl-2-nitro-phenoxy)tetrahydropyran-2-yl]methyl acetate